OC=1C(NC=NC1CN1C(=NN=C1)C1=CC=C(C=C1)C#CC1=CC=C(C=C1)CN1CCOCC1)=O 5-hydroxy-6-((3-(4-((4-(morpholinomethyl)phenyl)ethynyl)phenyl)-4H-1,2,4-triazol-4-yl)methyl)pyrimidin-4(3H)-one